FC1(CC=C(CC1)B(O)O)F (4,4-difluorocyclohex-1-en-1-yl)boronic acid